(S)-4-(1-Acryloylpiperidin-3-yl)-1H-indole-7-carboxamide C(C=C)(=O)N1C[C@@H](CCC1)C1=C2C=CNC2=C(C=C1)C(=O)N